CN1CCN(CC1)C2=CC=C(C=C2)C=O 4-(4-methylpiperazinyl)benzaldehyde